C(C)(=O)[C@]1([C@]([C@@]([C@]([C@](O)(O1)Br)(O)C(C)=O)(O)C(C)=O)(O)C(C)=O)CO tetraacetylbromo-β-D-glucopyranose